1-acetamidopropan C(C)(=O)NCCC